3-[3-chloro-5-(2-methylpropyl)phenyl]-1-[(1-methyl-1H-pyrazol-4-yl)(oxan-4-yl)sulfamoyl]urea sodium salt [Na].ClC=1C=C(C=C(C1)CC(C)C)NC(NS(N(C1CCOCC1)C=1C=NN(C1)C)(=O)=O)=O